phenylaniline C1=CC=C(C=C1)NC2=CC=CC=C2